C(#N)C1=CN(C2=NC=CC(=C21)CN2C(N(CCC2)C2=CC(=C(C=C2)OC)OCCCCC)=O)CC(=O)N(C)C 2-(3-cyano-4-((3-(4-methoxy-3-(pentyloxy)phenyl)-2-oxotetrahydropyrimidin-1(2H)-yl)methyl)-1H-pyrrolo[2,3-b]pyridin-1-yl)-N,N-dimethylacetamide